C1(CC1)CC1=C(C(=NN1C=1SC=C(N1)C(=O)O)C=1C=C(C(=CC1)F)C=1CCC(CC1)(F)F)CC1=CC(=C(C=C1)S(N)(=O)=O)F 2-(5-(cyclopropylmethyl)-4-(3-fluoro-4-sulfamoylbenzyl)-3-(4',4',6-trifluoro-2',3',4',5'-tetrahydro-[1,1'-biphenyl]-3-yl)-1H-pyrazol-1-yl)thiazole-4-carboxylic acid